tert-butyl 2-(5-fluoro-2-(4-(piperidin-1-yl)-3-(1-((tetrahydrofuran-2-yl)methyl)-1H-indazole-3-carboxamido) benzamido) phenyl)acetate FC=1C=CC(=C(C1)CC(=O)OC(C)(C)C)NC(C1=CC(=C(C=C1)N1CCCCC1)NC(=O)C1=NN(C2=CC=CC=C12)CC1OCCC1)=O